methyl 3-methyl-5-(1-methylcyclopropyl)-4-oxo-4,5-dihydro-1H-pyrrolo[3,2-c]pyridine-7-carboxylate CC1=CNC2=C1C(N(C=C2C(=O)OC)C2(CC2)C)=O